ClC1=NC(=NC(=C1)C)C(CF)(C)F 4-Chloro-2-(1,2-difluoroprop-2-yl)-6-methylpyrimidine